dimethylsulfoxonium C[SH+](=O)C